BrC1=CC2=C(SC=C2)C(=C1)F 5-bromo-7-fluorobenzo[B]thiophene